N-hydroxymaleimide methanesulfonate CS(=O)(=O)O.ON1C(C=CC1=O)=O